1-[3-[(1R)-1-[(6-dipropylphosphoryl-2-methyl-pyrido[3,4-d]pyrimidin-4-yl)amino]ethyl]-2-fluoro-phenyl]-1,1-difluoro-2-methyl-propan-2-ol C(CC)P(=O)(CCC)C1=CC2=C(N=C(N=C2N[C@H](C)C=2C(=C(C=CC2)C(C(C)(O)C)(F)F)F)C)C=N1